FCCCCCN1C=C(C2=CC=C(C=C12)[N+](=O)[O-])OC1=CC=CC2=CC=CC=C12 1-(5-fluoropentyl)-3-(naphthalene-1-oxy)-6-nitroindole